2-amino-N-(2,6-dioxopiperidin-3-yl)thiophene-3-carboxamide NC=1SC=CC1C(=O)NC1C(NC(CC1)=O)=O